COC=1C=C(C(=O)OC)C=C(C1)C#CC1=NC=CC=N1 methyl 3-methoxy-5-(2-pyrimidin-2-ylethynyl)benzoate